N1CC(C1)C=1OC2=C(N1)C=C1C(=C2F)CC(C1)CN1CCC2(CN(C(O2)=O)C=2C=CC=3OCC(NC3N2)=O)CC1 6-[8-[[2-(azetidin-3-yl)-8-fluoro-6,7-dihydro-5H-cyclopenta[f][1,3]benzoxazol-6-yl]methyl]-2-oxo-1-oxa-3,8-diazaspiro[4.5]decan-3-yl]-4H-pyrido[3,2-b][1,4]oxazin-3-one